3-(1-methyl-6-oxo-1,6-dihydropyridazin-4-yl)pyrrolidine-1-carboxylic acid tert-butyl ester C(C)(C)(C)OC(=O)N1CC(CC1)C=1C=NN(C(C1)=O)C